C(#N)C12CCN(C(C1)C2)C2=CC=CC(=N2)C2=NC1=CC(=NC=C1C=C2)CNC(C2=CN=CC(=C2)S(=O)(=O)C)=O N-((2-(6-(5-cyano-2-azabicyclo[3.1.1]heptan-2-yl)pyridin-2-yl)-1,6-naphthyridin-7-yl)methyl)-5-(methylsulfonyl)nicotinamide